Arsinolizine C=1C=CC[As]2C=CC=CC12